N-(2-fluorophenyl)-3-ethyl-1-(thiazol-2-yl)-1H-pyrazole-4-carboxamide FC1=C(C=CC=C1)NC(=O)C=1C(=NN(C1)C=1SC=CN1)CC